ClC1=CC=C(CN2CC(CCC2)CC2=CC=NC=3N2N=C(C3CN(C)C)C)C=C1 1-(7-((1-(4-Chlorobenzyl)piperidin-3-yl)methyl)-2-methylpyrazolo[1,5-a]pyrimidin-3-yl)-N,N-dimethylmethanamine